carboxyl-manganese dioxide [O-2].[O-2].C(=O)(O)[Mn+4]